N[C@@H]1CN(CC1)C1=C(C=CC=2N(C(=NC21)COC)C)C=2C(=C(C(=NC2)C2=C(C=CC=C2OC)F)F)C(=O)N {4-[(3S)-3-Aminopyrrolidin-1-yl]-2-(methoxymethyl)-1-methyl-1,3-benzodiazol-5-yl}-3-fluoro-2-(2-fluoro-6-methoxyphenyl)pyridine-4-carboxamide